C(N)(=O)OCCCCCCCCC n-nonanol carbamate